CC=1C=CC=C2N(CCN(C12)C(=O)OC(C)(C)C)C1=CC2=C(N=C(N=C2)NC=2C=C3N(CCN(C3)C)C2)N(C1=O)C tert-butyl 8-methyl-4-[8-methyl-2-[(2-methyl-3,4-dihydro-1H-pyrrolo[1,2-a]pyrazin-7-yl) amino]-7-oxo-pyrido[2,3-d]pyrimidin-6-yl]-2,3-dihydroquinoxaline-1-carboxylate